C1(CCC1)NC1=NC=C2N=C(N(C2=N1)C1CCC(CC1)(C(=O)N)C)NC1=C(C=C(C=C1Cl)Cl)Cl (1s,4s)-4-(2-(cyclobutylamino)-8-(2,4,6-trichlorophenylamino)-9H-purin-9-yl)-1-methylcyclohexanecarboxamide